ClC1=C(N=C(N1C)C1=CCC(CC1)C(=O)OCC)C(F)(F)F ethyl 4-(5-chloro-1-methyl-4-(trifluoromethyl)-1H-imidazol-2-yl)cyclohex-3-ene-1-carboxylate